2-[[3-(3,4,5-trimethoxy-phenyl)imidazo[1,2-b]pyridazin-6-yl]amino]butan-1-ol COC=1C=C(C=C(C1OC)OC)C1=CN=C2N1N=C(C=C2)NC(CO)CC